N-(4-((4-(3,5-Dichlorophenyl)piperazin-1-yl)sulfonyl)phenyl)-2-(2-methylthiazol-4-yl)benzamide ClC=1C=C(C=C(C1)Cl)N1CCN(CC1)S(=O)(=O)C1=CC=C(C=C1)NC(C1=C(C=CC=C1)C=1N=C(SC1)C)=O